Cl.Cl.C(C)(C)(C)N[C@H]1CNCC1 (3R)-N-tert-butylpyrrolidin-3-amine dihydrochloride